5-(methylsulfonyl)-1,3,4-oxadiazole CS(=O)(=O)C1=NN=CO1